7-(4-chlorobenzyl)-8-(3,4-difluorophenoxy)-3-ethyl-1-(3-hydroxypropyl)-1H-purine-2,6(3H,7H)-dione ClC1=CC=C(CN2C(=NC=3N(C(N(C(C23)=O)CCCO)=O)CC)OC2=CC(=C(C=C2)F)F)C=C1